ClC1=C(C(=O)NC2=C(C=C(C=C2)F)F)C=C(C=C1)NC1=NOC(C1)(C1=CC(=CC=C1)C(F)(F)F)C(F)(F)F 2-chloro-N-(2,4-difluorophenyl)-5-[[5-(trifluoro-methyl)-5-[3-(trifluoromethyl)phenyl]-4H-isoxazol-3-yl]amino]benzamide